(3S,5R)-8-(2-amino-6-((R)-1-(4-chloro-2-(3-methyl-1H-pyrazol-1-yl)phenyl)-2,2,2-trifluoroethoxy)pyrimidin-4-yl)-2-azaspiro[4.5]dec-7-ene-3-carboxylic acid hydrochloride Cl.NC1=NC(=CC(=N1)C1=CC[C@@]2(C[C@H](NC2)C(=O)O)CC1)O[C@@H](C(F)(F)F)C1=C(C=C(C=C1)Cl)N1N=C(C=C1)C